[5-[5-[4-chloro-3-[(1-cyanocyclopropyl)-ethyl-carbamoyl]phenyl]isoxazol-3-yl]-1-methyl-4-(trifluoromethyl)pyrazol-3-yl]1,1,1,2,3,3,3-heptafluoropropane-2-sulfonate ClC1=C(C=C(C=C1)C1=CC(=NO1)C1=C(C(=NN1C)OS(=O)(=O)C(C(F)(F)F)(C(F)(F)F)F)C(F)(F)F)C(N(CC)C1(CC1)C#N)=O